2-[6-[(5-fluoro-2-pyridinyl)methyl]-2-azaspiro[3.3]heptane-2-carbonyl]-7-oxa-2,5-diazaspiro[3.4]octan-6-one FC=1C=CC(=NC1)CC1CC2(CN(C2)C(=O)N2CC3(C2)NC(OC3)=O)C1